(S)-5-((2-((4-hydroxy-2-oxopyrrolidin-1-yl)methyl)-4-methyl-5-(((2-methyl-[1,1'-biphenyl]-3-yl)methyl)amino)phenoxy)methyl)nicotinonitrile O[C@H]1CC(N(C1)CC1=C(OCC=2C=NC=C(C#N)C2)C=C(C(=C1)C)NCC=1C(=C(C=CC1)C1=CC=CC=C1)C)=O